The molecule is a sulfonamide consisting of pyridine with a 4-aminobenzenesulfonamido group at the 2-position. It has a role as an antiinfective agent, a dermatologic drug, a xenobiotic, an environmental contaminant and a drug allergen. It is a member of pyridines, a sulfonamide, a substituted aniline and a sulfonamide antibiotic. It derives from a sulfanilamide. C1=CC=NC(=C1)NS(=O)(=O)C2=CC=C(C=C2)N